CN1N=NC2=C1C=CC(=C2C)[C@H](CC(=O)O)C=2C=C1CCCC1=C(C2)CN2S(C1=C(C[C@@H](C2)CC)C=CC=C1)(=O)=O |o1:31| (3R)-3-(1,4-dimethyl-1H-benzotriazol-5-yl)-3-(7-{[(4S*)-4-ethyl-1,1-dioxo-4,5-dihydro-1,2-benzothiazepin-2(3H)-yl]methyl}-2,3-dihydro-1H-inden-5-yl)propanoic acid